N-[[4-[4-(trifluoromethoxy)phenyl]furo[3,2-d]pyrimidin-2-yl]methyl]prop-2-enamide FC(OC1=CC=C(C=C1)C=1C2=C(N=C(N1)CNC(C=C)=O)C=CO2)(F)F